N-(3-(1H-pyrrolo[2,3-b]pyridin-5-yl)phenethyl)-3-chlorobenzamide N1C=CC=2C1=NC=C(C2)C=2C=C(CCNC(C1=CC(=CC=C1)Cl)=O)C=CC2